CC(C[C@H](CC(=O)N)CC(=O)NC1CCC(CC1)NC1=CC(=NC2=CC=C(C=C12)Cl)C(F)(F)F)C (3R)-3-(2-methylpropyl)-N'-[(1s,4s)-4-{[6-chloro-2-(trifluoromethyl)quinolin-4-yl]amino}cyclohexyl]pentanediamide